OCC1=NC=CC(=C1)NC(O[C@@H](COC1=CC2=C(N=C(S2)C2=C3N=CC(=NC3=CC(=C2)C)OC)C(=C1F)Cl)C)=O (R)-1-((4-chloro-5-fluoro-2-(2-methoxy-7-methylquinoxalin-5-yl)benzo[d]thiazol-6-yl)oxy)propan-2-yl (2-(hydroxymethyl)pyridin-4-yl)carbamate